BrN1C(N(C(N(C1=O)Br)=O)Br)=O 1,3,5-tribromo-1,3,5-triazine-2,4,6-trione